ortho-carboxyl-acetophenone C(=O)(O)C1=C(C=CC=C1)C(C)=O